N1(N=CC=C1)CCC(=O)N1C[C@@H](CCC1)C=1C=C(C2=C(C=C(O2)C(=O)N(C)C)C1F)C1=C(C=C(C=C1)N1CCNCC1)Cl (S)-5-(1-(3-(1H-pyrazol-1-yl)propanoyl)piperidin-3-yl)-7-(2-chloro-4-(piperazin-1-yl)phenyl)-4-fluoro-N,N-dimethylbenzofuran-2-carboxamide